C(C(C)C)OC1=C(C=CC=2N1N=C(N2)NC2CCN(CC2)S(=O)(=O)C)C=2C=NNC2 5-isobutoxy-N-(1-(methylsulfonyl)piperidin-4-yl)-6-(1H-pyrazol-4-yl)-[1,2,4]triazolo[1,5-a]pyridin-2-amine